N-(4-cyanophenyl)-N-[(tetrahydrofuran-2-yl)methyl]carboxamide C(#N)C1=CC=C(C=C1)N(C=O)CC1OCCC1